5-oxopyrazolidine O=C1CCNN1